NC1=NN(C(=C1)C1=CC(=C(C#N)C=C1)F)C1=CC=2C(=NN(N2)C)C=C1 4-(3-amino-1-(2-methyl-2H-benzo[d][1,2,3]triazol-5-yl)-1H-pyrazol-5-yl)-2-fluorobenzonitrile